ClC1=C(C=C(C=C1)OC)[C@@H]1COCCCN1C1=NC(=NC(=C1)C)N |r| (±)-4-(3-(2-Chloro-5-methoxyphenyl)-1,4-oxazepan-4-yl)-6-methylpyrimidin-2-amine